Butan-Triol C(CCC)(O)(O)O